C(C1=CC=CC=C1)OC(=O)N1C2(CC3CC(CC1C3)C2)C.COC2=CC=C(C=C2)C(=O)C2=C(N(C(=C2)C(F)(F)F)C2=CC=CC=C2)C (4-methoxyphenyl)(2-methyl-1-phenyl-5-(trifluoromethyl)-1H-pyrrol-3-yl)methanone benzyl-1-methyl-2-azaadamantane-2-carboxylate